C1CCC2=C(C=3CCCC3C=C12)NC(=O)[N-]S(=O)(=O)C1=CC=2CN3CCC(C2O1)CC3.[Na+] sodium ((1,2,3,5,6,7-hexahydro-s-indacen-4-yl)carbamoyl)((4,6,7,8-tetrahydro-5,8-ethanofuro[3,2-c]azepin-2-yl)sulfonyl)amide